quinolin-2-yl-piperidin-4-one N1=C(C=CC2=CC=CC=C12)N1CCC(CC1)=O